(8R,9R,10R)-N-(3-fluorophenyl)-10-(hydroxymethyl)-9-(4-(pyridin-3-ylethynyl)phenyl)-1,6-diazabicyclo[6.2.0]decane-6-carboxamide FC=1C=C(C=CC1)NC(=O)N1CCCCN2[C@H]([C@@H]([C@@H]2C1)C1=CC=C(C=C1)C#CC=1C=NC=CC1)CO